4-(6,7-Dihydroxy-3-(p-tolyl)quinoxalin-2-yl)benzonitrile OC=1C=C2N=C(C(=NC2=CC1O)C1=CC=C(C#N)C=C1)C1=CC=C(C=C1)C